C(C)N1C=C(C2=CC(=CC=C12)N1N=NC(=C1)CN1CCN(CC1)C)NC(=O)NCC1=CC=C(C=C1)F 1-(1-ethyl-5-(4-((4-methylpiperazin-1-yl)methyl)-1H-1,2,3-triazol-1-yl)-1H-indol-3-yl)-3-(4-fluorobenzyl)urea